methyl 2-(((1RS,6RS)-5-(6-((4-cyano-2-fluorobenzyl)oxy)pyridin-2-yl)-2,5-diazabicyclo[4.2.0]octan-2-yl)methyl)-5-fluoro-1-(((S)-oxetan-2-yl)methyl)-1H-benzo[d]imidazole-6-carboxylate C(#N)C1=CC(=C(COC2=CC=CC(=N2)N2CCN([C@@H]3CC[C@@H]23)CC2=NC3=C(N2C[C@H]2OCC2)C=C(C(=C3)F)C(=O)OC)C=C1)F |&1:18,21|